4-(3',3'-Dimethoxypropionyl)-2,6-di-tert-butylphenol COC(CC(=O)C1=CC(=C(C(=C1)C(C)(C)C)O)C(C)(C)C)OC